4-(2-hydroxyethyl)1-piperazinylethanesulfonic acid OCCN1CCN(CC1)C(C)S(=O)(=O)O